BrC=1C=CC2=C(N=C3N2CCC2(C3)CNC2)C1 7'-bromo-1',2'-dihydro-4'H-spiro[azetidine-3,3'-benzo[4,5]imidazo[1,2-a]pyridine]